FC1=C(CN2N=C(N=C2)C2=CC=CC(=N2)C(CS(=O)(=O)N)(C)O)C=C(C=C1)OC(F)(F)F 2-(6-(1-(2-fluoro-5-(trifluoromethoxy)benzyl)-1H-1,2,4-triazol-3-yl)pyridin-2-yl)-2-hydroxypropane-1-sulfonamide